NC(CC[C@@H](C=1OC(=NN1)C1(CC1)N)NC(NC(C(=O)O)CO)=O)=O (3-((S)-4-amino-1-(5-(1-aminocyclopropyl)-1,3,4-oxadiazol-2-yl)-4-oxobutyl)ureido)-3-hydroxypropionic acid